[Mn].[Mg] magnesium-manganese salt